1,5-bis(maleimido)pentane 2-(6,7-dichloro-1-(difluoromethyl)-8-methoxy-1,3-dihydro-2H-pyrrolo[3,4-c]quinolin-2-yl)-2-oxoethyl-acetate Sodium pyridine-6-carboxylate N1=CC=CC=C1C(=O)[O-].[Na+].ClC1=C(C(=CC=2C3=C(C=NC12)CN(C3C(F)F)C(CCC(=O)O)=O)OC)Cl.C3(C=CC(N3CCCCCN3C(C=CC3=O)=O)=O)=O